COC(=O)C=1C=C2CCC3(C2=CC1)N(CCC1(C3)C(C(C1)=O)(Cl)Cl)C(=O)OCC1=CC=CC=C1 2,2-dichloro-3-oxo-2'',3''-dihydrodispiro[cyclobutane-1,4'-piperidine-2',1''-indene]-1',5''-dicarboxylic acid 1'-benzyl 5''-methyl ester